[phenyl(biphenylyl)triazinyl](dibenzofuranyl)terphenyl (S)-quinuclidin-3-yl-(5-(3-chloro-4-methylphenyl)-2,2-dimethyl-2,3-dihydro-1H-inden-1-yl)carbamat N12CC(C(CC1)CC2)N(C(O)=O)[C@H]2C(CC1=CC(=CC=C21)C2=CC(=C(C=C2)C)Cl)(C)C.C2(=CC=CC=C2)C2=C(C(=NN=N2)C=2C(=C(C=CC2)C=2C(=CC=CC2)C2=CC=CC=C2)C2=CC=CC=1OC3=C(C12)C=CC=C3)C3=C(C=CC=C3)C3=CC=CC=C3